2-(4-(6-((4-cyano-2-fluorobenzyl)oxy)pyridin-2-yl)-2,5-difluorobenzyl)-1-(2,2,5,5-tetramethyltetrahydrofuran-3-yl)-1H-benzo[d]imidazole-6-carboxylic acid C(#N)C1=CC(=C(COC2=CC=CC(=N2)C2=CC(=C(CC3=NC4=C(N3C3C(OC(C3)(C)C)(C)C)C=C(C=C4)C(=O)O)C=C2F)F)C=C1)F